4-((5-chloropyridin-3-yl)oxy)benzonitrile ClC=1C=C(C=NC1)OC1=CC=C(C#N)C=C1